ClC1=C(C=CC=C1Cl)N1CCN(CC1)CCC1CC(C1)N 3-(2-(4-(2,3-Dichlorophenyl)piperazin-1-yl)ethyl)cyclobutan-1-amine